ClC1=C(C=CC(=C1)F)/C(=C(/C=1C=C2C=NNC2=C(C1)F)\C1=CC=C(C=C1)/C=C/C(=O)O)/CC (E)-3-(4-((E)-2-(2-chloro-4-fluorophenyl)-1-(7-fluoro-1H-indazol-5-yl)but-1-en-1-yl)phenyl)acrylic acid